B(F)(F)F.[BH4-].[Na+] sodium borohydride boron trifluoride